Ethyl 4-chloro-6-methyl-2-methylsulfanyl-pyrimidine-5-carboxylate ClC1=NC(=NC(=C1C(=O)OCC)C)SC